C(C(C)(C)C)(=O)[O-].C(C(C)(C)C)(=O)[O-].[Bi+2] bismuth(II) dipivalate